NC1=CC=C(C(=C1C(=O)N(C)C)F)C=1C(=C2C(=NC1)NCC21CC(CC1)C=1C=NC=CC1)Cl 6-Amino-3-(4'-chloro-3-(pyridin-3-yl)-1',2'-dihydrospiro[cyclopentane-1,3'-pyrrolo[2,3-b]pyridin]-5'-yl)-2-fluoro-N,N-dimethylbenzamide